((3R,5S)-1-propenoyl-5-methylpyrrolidin-3-yl)-4-amino-6-(cyclopropylethynyl)-N-((R)-1-(2,3-difluorophenyl)ethyl)-7H-pyrrolo[2,3-d]pyrimidine-5-carboxamide C(C=C)(=O)N1C[C@@H](C[C@@H]1C)C=1N=C(C2=C(N1)NC(=C2C(=O)N[C@H](C)C2=C(C(=CC=C2)F)F)C#CC2CC2)N